NCC1CC(NC2=CC(=CC=C12)OC)=O 4-(aminomethyl)-7-methoxy-3,4-dihydroquinolin-2(1H)-one